O=C(C(=O)O)NCC(C)OC1=CC=C(C=C1)C(F)(F)F 2-oxo-2-((2-(4-(trifluoromethyl)phenoxy)propyl)amino)acetic acid